methyl 2-oxo-1-((tetrahydro-2H-pyran-4-yl) methyl)-2,3-dihydro-1H-thieno[2,3-b][1,4]thiazine-6-carboxylate O=C1N(C2=C(SC1)SC(=C2)C(=O)OC)CC2CCOCC2